O=CCCCC1=CC=C2CCCN(C2=N1)C(=O)OC(C)(C)C tert-butyl 7-(4-oxobutyl)-3,4-dihydro-2H-1,8-naphthyridine-1-carboxylate